rac-4-(4-acryloylpiperazin-1-yl)-N-(trans-2-(dimethylamino)cyclopentyl)-7-(naphthalen-1-yl)-5,6,7,8-tetrahydro-1,7-naphthyridine-2-carboxamide C(C=C)(=O)N1CCN(CC1)C1=CC(=NC=2CN(CCC12)C1=CC=CC2=CC=CC=C12)C(=O)N[C@H]1[C@@H](CCC1)N(C)C |r|